3-(trifluoromethyl)-1H-pyrazol-4-ylboronic acid FC(C1=NNC=C1B(O)O)(F)F